(S and R)-1-cyclopropyl-4-((6-(2-(ethoxymethoxy)-6-methyl-4-(trifluoromethyl)phenyl)-3-(prop-1-en-2-yl)-2H-pyrazolo[3,4-b]pyridin-2-yl)methyl)pyrrolidin-2-one C1(CC1)N1C(C[C@@H](C1)CN1N=C2N=C(C=CC2=C1C(=C)C)C1=C(C=C(C=C1C)C(F)(F)F)OCOCC)=O |r|